(3-methoxy-5-(trifluoromethyl)pyridin-2-yl)piperazine hydrochloride Cl.COC=1C(=NC=C(C1)C(F)(F)F)N1CCNCC1